C(CCCCC(=O)OCCCCCCC)(=O)OCCCCCCC Diheptyl adipate